6-[5-(difluoromethyl)-1,3,4-oxadiazol-2-yl]-2,3-dimethyl-2-[4-(trifluoromethyl)phenyl]-2,3-dihydro-4H-1,3-benzoxazin-4-one FC(C1=NN=C(O1)C=1C=CC2=C(C(N(C(O2)(C2=CC=C(C=C2)C(F)(F)F)C)C)=O)C1)F